C(C)(=O)NC1=CC=C(C2=C1N=C(O2)N2CC1CCCC(C2)N1C(=O)OC(C)(C)C)C=1SC=CN1 tert-Butyl 3-(4-acetamido-7-(thiazol-2-yl)benzo[d]oxazol-2-yl)-3,9-diazabicyclo[3.3.1]nonane-9-carboxylate